5-(2,4-dichloropyrimidin-5-yl)thiazole ClC1=NC=C(C(=N1)Cl)C1=CN=CS1